N-(2-hydroxyphenyl)cyclohexanamide OC1=C(C=CC=C1)NC(=O)C1CCCCC1